1,3-Bis(di-tertbutylphosphinomethyl)propan C(C)(C)(C)P(C(C)(C)C)CCCCCP(C(C)(C)C)C(C)(C)C